(5'S,7a'R)-1-(2-chloroimidazo[1,2-a]pyridine-3-carbonyl)-5'-(3,5-difluorophenyl)tetrahydro-3'H-spiro[piperidine-4,2'-pyrrolo[2,1-b][1,3]oxazol]-3'-one ClC=1N=C2N(C=CC=C2)C1C(=O)N1CCC2(C(N3[C@H](O2)CC[C@H]3C3=CC(=CC(=C3)F)F)=O)CC1